C(C1=CC=CC=C1)OC(=O)N[C@@H]1C(N(C[C@H]1C1=C(C(=CC=C1OCOCC[Si](C)(C)C)Cl)Cl)C1CN(C1)C(=O)OC(C)(C)C)=O |o1:11,15| tert-butyl 3-[(3S,4R)-rel-3-[[(benzyloxy)carbonyl]amino]-4-(2,3-dichloro-6-[[2-(trimethylsilyl)ethoxy]methoxy]phenyl)-2-oxopyrrolidin-1-yl]azetidine-1-carboxylate